NC1=NC=C(C(=N1)C(F)F)C1=NC(=NC(=N1)N1CCOCC1)N1CCN(CC1)C(=O)C1CCN(CC1)C(\C=C\C)=O (E)-1-(4-(4-(4-(2-amino-4-(difluoromethyl)pyrimidin-5-yl)-6-morpholino-1,3,5-triazin-2-yl)piperazine-1-carbonyl)piperidin-1-yl)but-2-en-1-one